Cl.N1=NC(C(C=C1)=O)C1=CN=NC=C1 3,4-bipyridazin-4(3H)-one HCl